CN1CC(C1)(C)[C@@](O)(C1=CC(=CC=C1)C1=NOC=N1)C1=CC=C(C=C1)C(C)C (S)-(1,3-Dimethyl-azetidin-3-yl)-(4-isopropyl-phenyl)-(3-[1,2,4]oxadiazol-3-yl-phenyl)-methanol